chloromethyl-morpholine oxide ClC[N+]1(CCOCC1)[O-]